ClC=1C(=C(C(=CC1N1CC2(CC(C2)C=O)CC1)F)S(=O)(=O)N(C1=NC(=CC=C1)F)CC1=C(C=C(C=C1)OC)OC)F 3-chloro-N-(2,4-dimethoxybenzyl)-2,6-difluoro-N-(6-fluoropyridin-2-yl)-4-(2-formyl-6-azaspiro[3.4]octan-6-yl)benzenesulfonamide